C1(=CC(=CC=C1)NC1=NC2=C(C3=CN=CC=C13)C=C(N2)C(=O)O)C 5-(m-tolylamino)-7H-pyrrolo[2,3-c][2,6]naphthyridine-8-carboxylic Acid